2,4-dichloro-6-{n-butyl-(2,2,6,6-tetramethyl-1-propoxy-piperidin-4-yl)-amino}-[1,3,5]triazine ClC1=NC(=NC(=N1)Cl)N(C1CC(N(C(C1)(C)C)OCCC)(C)C)CCCC